C(C1=CC=CC=C1)(=O)OCCOC(C1=CC=CC=C1)=O ETHYLENE GLYCOL DIBENZOATE